C(C)(C)(C)OC1=NC=C(C(=N1)OC(C)(C)C)C=1C=C(C=2N(N1)C=CN2)C#CC(C)(C)C 6-(2,4-di-tert-butoxypyrimidin-5-yl)-8-(3,3-dimethylbut-1-yn-1-yl)imidazo[1,2-b]pyridazine